CC=1C(C(CCC1)(C)C)C=CC(CCC=C)=O 1-(2,6,6-trimethylcyclohex-2-en-1-yl)hepta-1,6-dien-3-one